CC1=C(C=CC(=C1)NCC1=CC=C(C=C1)C(F)(F)F)NC(=O)C1(CC1)N 1-Aminocyclopropanecarboxylic acid [2-methyl-4-(4-trifluoromethyl-benzylamino)-phenyl]-amide